C(C1=CC=CC=C1)OC(=O)N1C[C@H]2O[C@H]2CC1 |r| rac-(1R,6S)-7-oxa-3-azabicyclo[4.1.0]heptane-3-carboxylic acid benzyl ester